(S)-N-((R)-1-(4-(N-acetoxycarbamimidoyl)thiophen-2-yl)ethyl)-7-((4-(difluoro(phenyl)methyl)benzoyl)glycyl)-1,4-dioxa-7-azaspiro[4.4]nonane-8-carboxamide C(C)(=O)ONC(=N)C=1C=C(SC1)[C@@H](C)NC(=O)[C@H]1N(CC2(OCCO2)C1)C(CNC(C1=CC=C(C=C1)C(C1=CC=CC=C1)(F)F)=O)=O